ClC1=NC=C(C(=O)OCC)C(=C1F)NC(CC#N)=O Ethyl 6-chloro-4-(2-cyanoacetylamino)-5-fluoronicotinate